ClC1=CC2=C(C=C3N2C(=NN(C3=O)CC(=O)N[C@@H]3CNCC3)C(C)(C)O)S1 (S)-2-(2-Chloro-5-(2-hydroxypropan-2-yl)-8-oxothieno[2',3':4,5]pyrrolo[1,2-d][1,2,4]triazin-7(8H)-yl)-N-(pyrrolidin-3-yl)acetamid